phosphomanganese sodium [Na].P(=O)(=O)[Mn]